4-chloro-3-nitro-N-(4-((6-nitro-2-oxo-2H-benzopyran-4-yl)amino)phenyl)benzenesulfonamide ClC1=C(C=C(C=C1)S(=O)(=O)NC1=CC=C(C=C1)NC1=CC(OC2=C1C=C(C=C2)[N+](=O)[O-])=O)[N+](=O)[O-]